FC1(CN(CCCC1)C(=O)NC1=C(C=C(C(=C1)C1=CC(=NC(=C1)N1CCOCC1)OCCO)C)F)F 3,3-difluoro-N-[2-fluoro-5-[2-(2-hydroxyethoxy)-6-(morpholin-4-yl)pyridin-4-yl]-4-methylphenyl]azepane-1-carboxamide